(2R,3R,5R)-5-(4-amino-2-oxopyrimidin-1(2H)-yl)-2-(((bis(pentyloxy)phosphoryl) oxy)methyl)-4,4-difluorotetrahydrofuran-3-yl hexanoate C(CCCCC)(=O)O[C@@H]1[C@H](O[C@H](C1(F)F)N1C(N=C(C=C1)N)=O)COP(=O)(OCCCCC)OCCCCC